(1R,2R)-(-)-1,2-cyclohexanediamine dihydrate platinum (II) salt [Pt+2].O.O.[C@@H]1([C@@H](CCCC1)N)N